SC(CC(=O)OCCCCOC(CC(C)S)=O)C tetramethylene glycol bis(3-mercaptobutyrate)